5-(isopropoxymethyl)tetrazolo[1,5-a]pyridine C(C)(C)OCC1=CC=CC=2N1N=NN2